quinoxaline-2-yl chloride N1=C(C=NC2=CC=CC=C12)Cl